C(#N)OC1=CC=C(C=C1)C(C)(C)C1=CC(=CC=C1)C(C)(C)C1=CC=C(C=C1)OC#N 1,3-bis[2-(4-cyanooxyphenyl)-2-propyl]benzene